2,6-dichloro-4-(1,4-dimethyl-1H-pyrazol-5-yl)pyridine-3-carbaldehyde ClC1=NC(=CC(=C1C=O)C1=C(C=NN1C)C)Cl